N1=NN(C2=NC=CC=C21)OC2=NC(=CC(=N2)NC2CCN(CC2)C(C)=O)C(=O)N2C[C@H]([C@@H](CC2)N2CC1=CC=CC=C1CC2)O 1-(4-((2-((3H-[1,2,3]triazolo[4,5-b]pyridin-3-yl)oxy)-6-(trans-4-(3,4-dihydroisoquinolin-2(1H)-yl)-3-hydroxypiperidine-1-carbonyl)pyrimidin-4-yl)amino)-piperidin-1-yl)ethan-1-one